C(=C)C1=C2C=C(N=NC2=CC=C1)C(=O)O 5-vinyl-cinnoline-3-carboxylic acid